[C@@H]1([C@@H](O)[C@H](O)[C@H](O1)CO)N1C(=O)N=C(N)C=C1 1-β-D-Arabinofuranosylcytosine